Cl.CN1N=CC(=C1C)C=1C=C(C=C(C1)OC)[C@@H](C)NC(C1=C(C=CC(=C1)N1CCN(CC1)C)C)=O N-[(1R)-1-[3-(1,5-Dimethylpyrazol-4-yl)-5-methoxy-phenyl]ethyl]-2-methyl-5-(4-methylpiperazin-1-yl)benzamide hydrochloride salt